2-(3-tetrahydropyran-2-yloxyisoxazol-5-yl)acetic acid O1C(CCCC1)OC1=NOC(=C1)CC(=O)O